5-[(1S,2S)-2-[6-(2,4-dimethoxypyrimidin-5-yl)imidazo[1,2-b]pyridazin-8-yl]cyclopropyl]isoquinoline COC1=NC=C(C(=N1)OC)C=1C=C(C=2N(N1)C=CN2)[C@@H]2[C@H](C2)C2=C1C=CN=CC1=CC=C2